4-bromo-6-chloroisoindole BrC=1C2=CNC=C2C=C(C1)Cl